2-oxo-4-ethoxy-1-(4-methylphenyl)-1,2-dihydropyridine-3-carboxamide O=C1N(C=CC(=C1C(=O)N)OCC)C1=CC=C(C=C1)C